COC=1C=C(C=CC1OC)C=1NC2=CC=C(C=C2C1C(C)C)C1CCN(CC1)C(CNCCOCCO)=O 1-(4-(2-(3,4-dimethoxyphenyl)-3-isopropyl-1H-indol-5-yl)piperidin-1-yl)-2-((2-(2-hydroxyethoxy)ethyl)amino)ethan-1-one